(S)-1-phenylethyl (1-hydroxy-1,3-dihydrobenzo[c][1,2]oxaborole-6-carbonyl)-L-phenylalaninate OB1OCC2=C1C=C(C=C2)C(=O)N[C@@H](CC2=CC=CC=C2)C(=O)O[C@@H](C)C2=CC=CC=C2